(4-(4-((3r,5r,7r)-adamantan-1-yl)butyl)piperazin-1-yl)(5-(4-chlorophenyl)-1-(2,4-dichloro-phenyl)-4-methyl-1H-pyrazol-3-yl)methanone C12(CC3CC(CC(C1)C3)C2)CCCCN2CCN(CC2)C(=O)C2=NN(C(=C2C)C2=CC=C(C=C2)Cl)C2=C(C=C(C=C2)Cl)Cl